3-{[6-methyl-5-phenyl-2-(pyridin-2-yl)thieno[2,3-d]pyrimidin-4-yl]amino}propan-1-ol CC1=C(C2=C(N=C(N=C2NCCCO)C2=NC=CC=C2)S1)C1=CC=CC=C1